CC=1N=CC(=NC1)N[C@@H]1C[C@H](CC1)NC(OC(C)(C)C)=O tert-Butyl ((1S,3S)-3-((5-methylpyrazin-2-yl)amino)cyclopentyl)carbamate